COC=1C=C(C=CC1OC)C1=CC=NC=2N1N=C(C2)C(=O)NC21CCC(CC2)(CC1)C(=O)N1CCN(CC1)C 7-(3,4-dimethoxyphenyl)-N-(4-(4-methylpiperazine-1-carbonyl)bicyclo[2.2.2]octan-1-yl)pyrazolo[1,5-a]pyrimidine-2-carboxamide